4-(1-(4-((2-(2,6-dioxopiperidin-3-yl)-1,3-dioxoisoindolin-4-ylamino)methyl)-2-methylbenzyl)azetidin-3-yl)benzonitrile O=C1NC(CCC1N1C(C2=CC=CC(=C2C1=O)NCC1=CC(=C(CN2CC(C2)C2=CC=C(C#N)C=C2)C=C1)C)=O)=O